The molecule is a heptitol that is heptane-1,2,3,4,5,6,7-heptol that has R-configuration at positions 2, 3, 4 and 5, and S-configuration at position 6. C([C@H]([C@H](C([C@@H]([C@H](CO)O)O)O)O)O)O